O1NCOCC1 1,4,2-Dioxazinan